1-(4-morpholino-6-(3-(m-tolyl)-1H-pyrazol-1-yl)pyrimidin-2-yl)pyrrolidin-2-one O1CCN(CC1)C1=NC(=NC(=C1)N1N=C(C=C1)C=1C=C(C=CC1)C)N1C(CCC1)=O